FC=1C(=NC=CC1)C1(CCC1)CNC1=NC=C(C=N1)C(=O)NC1=C(C=CC=C1)F [2-({[(3-fluoro(2-pyridyl))cyclobutyl]methyl}amino)pyrimidin-5-yl]-N-(2-fluorophenyl)carboxamide